8-(2,2-Difluoroethoxy)-N-((6-methylpyridazin-3-yl)methyl)-6-(5-methylpyridin-2-yl)quinazolin-4-amine FC(COC=1C=C(C=C2C(=NC=NC12)NCC=1N=NC(=CC1)C)C1=NC=C(C=C1)C)F